NC/C(/CN1N=CN(C1=O)CC1=CC=C(S1)C1=CC=C2CCC(NC2=C1C)=O)=C\F 7-[5-[[1-[(E)-2-(aminomethyl)-3-fluoro-allyl]-5-oxo-1,2,4-triazol-4-yl]methyl]-2-thienyl]-8-methyl-3,4-dihydro-1H-quinolin-2-one